(R)-3-methyl-pyrrolidine-3-carboxylic acid C[C@@]1(CNCC1)C(=O)O